4-(4-{[4-fluoro-3-(methyloxy)phenyl]oxy}phenyl)-5-methyl-2,4-dihydro-3H-1,2,4-triazol-3-one FC1=C(C=C(C=C1)OC1=CC=C(C=C1)N1C(NN=C1C)=O)OC